C1C=CC2=CC=CC=C2O1 The molecule is a simplest member of the class of chromene in which the heterocyclic pyran ring has a double bond between positions 3 and 4. It is a chromene and an organic heterobicyclic compound. It is a tautomer of a 4H-chromene.